3-(5-iodopyridin-2-yl)isoxazol-5-amine IC=1C=CC(=NC1)C1=NOC(=C1)N